(7S)-2-(((1-(6-fluoro-2,3-dihydro-1H-inden-1-yl)-1H-pyrazol-4-yl)methyl)amino)-4,7,8-trimethyl-7,8-dihydropteridin-6(5H)-one FC1=CC=C2CCC(C2=C1)N1N=CC(=C1)CNC1=NC=2N([C@H](C(NC2C(=N1)C)=O)C)C